methyl azetidine-2-carboxylate N1C(CC1)C(=O)OC